N(=NC(C#N)(C)C)C(C#N)(C)C α,α'-azobis-(isobutyronitrile)